C(#N)N1C(CN(C(C1)=O)C)C(=O)N(C1=CC=C(C=C1)S(F)(F)(F)(F)F)C(C(NC1CCOCC1)=O)C=1C=NC=CC1 1-cyano-4-methyl-5-oxo-N-[2-oxo-1-(3-pyridyl)-2-(tetrahydropyran-4-ylamino)ethyl]-N-[4-(pentafluoro-λ6-sulfanyl)phenyl]piperazine-2-carboxamide